2-bromo-3-iodo-N,N,5-trimethylbenzamide BrC1=C(C(=O)N(C)C)C=C(C=C1I)C